2-{4-[4-(6-Aminopyridin-3-yl)-12-methyl-8,11,13,14,16-pentaazatetracyclo[8.6.0.02,7.011,15]-hexadec-1(10),2,4,6,8,12,14-heptaen-16-yl]Phenyl}-2-methylpropanenitrile NC1=CC=C(C=N1)C=1C=C2C=3N(C4=NN=C(N4C3C=NC2=CC1)C)C1=CC=C(C=C1)C(C#N)(C)C